6-[2-(3-methylpiperidinyl)-2-oxoacetyl]-3-(1-acetoxyiminooctyl)-N-(4-nitrophenyl)carbazole CC1CN(CCC1)C(C(=O)C=1C=C2C=3C=C(C=CC3N(C2=CC1)C1=CC=C(C=C1)[N+](=O)[O-])C(CCCCCCC)=NOC(C)=O)=O